BrC=1C(=NC(=C(C1)C(C)OC)C)NC1=C(C(=CC=C1C)OCC1=CC=C(C=C1)OC)C 3-Bromo-N-(3-((4-methoxybenzyl)oxy)-2,6-dimethylphenyl)-5-(1-methoxyethyl)-6-methylpyridin-2-amine